Cl.C1(CCCCC1)C(CC(=O)N)C1CCCCC1 3,3-dicyclohexylpropanamide hydrochloride